2-(5-(2-(1H-Tetrazol-5-yl)phenyl)isoindolin-2-yl)-5-ethylthiazole N1N=NN=C1C1=C(C=CC=C1)C=1C=C2CN(CC2=CC1)C=1SC(=CN1)CC